C([C@@H](C(=O)N[C@@H](CO)C(=O)N[C@@H](CO)C(=O)O)N)O triserine